α-((tetrahydro-2H-pyran-2-yl)oxy)benzeneacetonitrile O1C(CCCC1)OC(C#N)C1=CC=CC=C1